CC([C@@H](C(=O)N1[C@@H](C[C@H](C1)O)C(=O)NCC1=C(OCC(=O)OC)C=C(C=C1)C#C)NC(=O)OC1=CC=CC=C1)(C)C Methyl 2-(2-(((2S,4R)-1-((S)-3,3-dimethyl-2-((phenoxycarbonyl)amino)butanoyl)-4-hydroxypyrrolidine-2-carboxamido)methyl)-5-ethynylphenoxy)acetate